3-[(2-[[(R)-(2-fluorophenyl)-[(3R)-1,2,3,4-tetrahydropyrido[2,3-b]pyrazin-3-yl]methyl]amino]-1-methyl-ethyl)phenyl]-2-methyl-propanoic acid FC1=C(C=CC=C1)[C@H]([C@H]1CNC2=C(N1)N=CC=C2)NCC(C)C2=C(C=CC=C2)CC(C(=O)O)C